NC1=NC=CC(=N1)OC(=O)C1=C(C=NC=C1)NC=1C=C2N=CC=NC2=C(C1)C1=CC=C2C=CN(C2=C1)C.BrC=1C=C(C=CC1)C=1C=C(C=C2N=CC=NC12)NC=1C=NC=CC1S(=O)(=O)C 8-(3-bromophenyl)-N-(4-methanesulfonylpyridin-3-yl)quinoxalin-6-amine 2-aminopyrimidin-4-yl-3-{[8-(1-methyl-1H-indol-6-yl)quinoxalin-6-yl]amino}pyridine-4-carboxylate